4,7-dibromo-2-propyl-2H-benzotriazol BrC1=CC=C(C2=NN(N=C21)CCC)Br